5-Methoxy-2-(pyridin-4-yl)-4-(2,8-diazaspiro[4.5]decan-8-yl)pyrido[3,4-d]pyrimidine COC1=CN=CC=2N=C(N=C(C21)N2CCC1(CCNC1)CC2)C2=CC=NC=C2